C(C)(C)(C)OC(=O)N1CC(C(CC1)C(F)(F)F)O 3-hydroxy-4-(trifluoromethyl)piperidine-1-carboxylic acid tert-butyl ester